COC=1C=C(C=CC1OC)C1=CC=C2C=C(C(C=3C=CC=C1C32)=O)OC 6-(3,4-Dimethoxyphenyl)-2-methoxy-1H-phenalen-1-one